C(C)C(COC(CCCCCCCCC(=O)OCC(CCCC)CC)=O)CCCC.C(C(=C)C)(=O)OCCOC1=CC=C(C=C1)C(C)(C)C1=CC=C(C=C1)OCCOC(C(=C)C)=O 2-[4-(2-methacryloyloxyethoxy)phenyl]-2-[4-(2-methacryloyloxyethoxy)phenyl]propane di(2-ethyl-hexyl)sebacate